C(C)(C)(C)OC[C@@H](C(=O)N(C)C1=NC=C(C=C1F)F)NC(OC(C)(C)C)=O tert-Butyl (S)-(3-(tert-butoxy)-1-((3,5-difluoropyridin-2-yl)(methyl)amino)-1-oxopropan-2-yl)carbamate